C[C@@]12[C@@H](N(CCC1)C(=O)OC(C)(C)C)C1=C(O2)C=C(C=C1)C(F)(F)F |r| Rac-tert-butyl (4aS,9bS)-4a-methyl-7-(trifluoromethyl)-3,4,4a,9b-tetrahydrobenzofuro[3,2-b]pyridine-1(2H)-carboxylate